CN1CCC(=CC1)B(O)O 1-methyl-1,2,3,6-tetrahydropyridine-4-boronic acid